NC=1C(=NC(=CN1)C1=CC(=C(C=C1)N1C[C@@H](N(CC1)C)CC)C#N)N1N=CC(=C1)C(=O)N 1-(3-amino-6-{3-cyano-4-[(3S)-3-ethyl-4-methylpiperazin-1-yl]phenyl}pyrazin-2-yl)pyrazole-4-carboxamide